COC=1C=C2CN(CC2=CC1)C1=NC=CC(=N1)C1=NC=CC(=N1)C#CC=1C=C2C=NNC2=CC1 5-((2'-(5-methoxyisoindolin-2-yl)-[2,4'-bipyrimidinyl]-4-yl)ethynyl)-1H-indazole